N2-(((9H-fluoren-9-yl)methoxy)carbonyl)-N2,N5-dimethyl-L-glutamine C1=CC=CC=2C3=CC=CC=C3C(C12)COC(=O)N([C@@H](CCC(NC)=O)C(=O)O)C